C1(CC1)NC(C1=C(C=C(C=C1OC)C1=CN=C2N1C=CC(=C2)OCC2N(CCC2)C)OC(F)F)=O N-cyclopropyl-2-(difluoromethoxy)-6-methoxy-4-[7-[(1-methylpyrrolidin-2-yl)methoxy]imidazo[1,2-a]pyridin-3-yl]benzamide